(E)-4-bromo-N-[4-(3-chloro-2-fluoro-anilino)-7-[2-[(1R,5S)-2-oxo-3-azabicyclo[3.1.0]hexan-1-yl]ethynyl]quinazolin-6-yl]but-2-enamide BrC/C=C/C(=O)NC=1C=C2C(=NC=NC2=CC1C#C[C@@]12C(NC[C@H]2C1)=O)NC1=C(C(=CC=C1)Cl)F